((2-((2R,3S,4R,5R)-5-(6-chloro-4-((cyclopropylmethyl)amino)-1H-pyrazolo[3,4-d]pyrimidin-1-yl)-3,4-dihydroxytetrahydrofuran-2-yl)ethoxy)methyl)phosphonic acid ClC1=NC(=C2C(=N1)N(N=C2)[C@H]2[C@@H]([C@@H]([C@H](O2)CCOCP(O)(O)=O)O)O)NCC2CC2